6-cyclopropyl-4-(((3S,5R)-3,5-dimethylpiperidin-1-yl)methyl)pyridinecarboxamide C1(CC1)C1=CC(=CC(=N1)C(=O)N)CN1C[C@H](C[C@H](C1)C)C